C(CO)(=O)[O-].C(CO)(=O)[O-].C(CO)(=O)[O-].C(CO)(=O)[O-].[Ti+4] titanium tetraglycolate